F[C@H]1[C@](CC2(OCCO2)CC1)(C)CNC1=C(C#N)C=CC(=C1)[N+](=O)[O-] ((((7s,8r)-8-fluoro-7-methyl-1,4-dioxaspiro[4.5]decan-7-yl)methyl)amino)-4-nitrobenzonitrile